N-[(4R)-1,1-dimethylsilepan-4-yl]-4,5-difluoro-6-methyl-1H-pyrrolo[2,3-b]pyridine-2-carboxamide C[Si]1(CC[C@@H](CCC1)NC(=O)C1=CC=2C(=NC(=C(C2F)F)C)N1)C